BrC(=CC(C1=CC=C(C=C1)OC)C1=CC(=C(C(=C1)C(C)(C)C)O)C(C)(C)C)C=1SC=CC1 4-(3-bromo-1-(4-methoxyphenyl)-3-(thiophen-2-yl)allyl)-2,6-di-tert-butylphenol